ClC1=C(C=CC=C1)CN1N=C(C=C1C1=CC(=CC=C1)OC)CO[C@](C(=O)OC)(CC)C methyl (2S)-2-([1-[(2-chlorophenyl)-methyl]-5-(3-methoxyphenyl)-1H-pyrazol-3-yl]methoxy)-2-methylbutanoate